FCOC1CC(C1)(C1=NN=CN1C)C=1C=C(C=CC1)N1C(C2=CC(=CC(=C2C1)C(F)(F)F)CNC1(CCC1)C)=O 2-(3-((1s,3s)-3-(fluoromethoxy)-1-(4-methyl-4H-1,2,4-triazol-3-yl)cyclobutyl)phenyl)-6-(((1-methylcyclobutyl)amino)methyl)-4-(trifluoromethyl)isoindolin-1-one